2-bromo-6-chloro-3-(cyclobutanecarbonylamino)-N-methyl-pyridine-4-carboxamide BrC1=NC(=CC(=C1NC(=O)C1CCC1)C(=O)NC)Cl